N-(3-(1-benzyl-1H-indol-6-yl)-1H-pyrazol-5-yl)-4-(2-hydroxyethoxy)benzamide C(C1=CC=CC=C1)N1C=CC2=CC=C(C=C12)C1=NNC(=C1)NC(C1=CC=C(C=C1)OCCO)=O